2,3-bis(trifluoromethyl)-2,3-butanediol FC(C(C)(C(C)(O)C(F)(F)F)O)(F)F